(S)-((R)-1-(4-(4-fluoro-2-methyl-1H-indol-5-yloxy)-5-methylpyrrolo[2,1-f][1,2,4]triazin-6-yloxy) propan-2-yl)-2-aminopropionate FC1=C2C=C(NC2=CC=C1OC1=NC=NN2C1=C(C(=C2)OC[C@@H](C)OC([C@H](C)N)=O)C)C